ethyl 2-[(3R)-3-[1-[2-fluoro-5-[[6-fluoro-4-(methylsulfonylmethyl)-1H-indol-5-yl]oxy]phenyl]pyrazol-3-yl]-3-methyl-2H-benzofuran-7-yl]acetate FC1=C(C=C(C=C1)OC=1C(=C2C=CNC2=CC1F)CS(=O)(=O)C)N1N=C(C=C1)[C@@]1(COC2=C1C=CC=C2CC(=O)OCC)C